C(CCCCC)[Si](OC)(OC)OC Hexyltri-methoxysilane